N'-(1,2,3,5,6,7-hexahydro-s-indacen-4-ylcarbamoyl)-4-(2-hydroxypropan-2-yl)-5-methylthiazole-2-sulfonimidamide C1CCC2=C(C=3CCCC3C=C12)NC(=O)N=S(=O)(N)C=1SC(=C(N1)C(C)(C)O)C